4-chloro-5-(2,2-difluorocyclopropyl)-7H-pyrrolo[2,3-d]pyrimidine ClC=1C2=C(N=CN1)NC=C2C2C(C2)(F)F